2-(3,4-difluorophenylamino)acethydrazide FC=1C=C(C=CC1F)NCC(=O)NN